diphenyl-(p-tolyl)phosphin tert-butyl-2-methyl-2-phenyl-3,4-dihydroquinoline-1(2H)-carboxylate C(C)(C)(C)OC(=O)N1C(CCC2=CC=CC=C12)(C1=CC=CC=C1)C.C1(=CC=CC=C1)P(C1=CC=C(C=C1)C)C1=CC=CC=C1